C([C@H]([C@H]([C@@H]([C@H](CO)O)O)O)O)O (-)-Sorbitol